4-dihydroxyethyl-1-hydroxyethyl-2,4-benzenediol OC(CC1(CC(=C(C=C1)C(C)O)O)O)O